2-({[4-(Dimethylamino)butanoyl]oxy}methyl)-3-[(3-pentyloctanoyl)oxy]-2-{[(3-pentyloctanoyl)oxy]methyl}propyl ethyl dodecanedioate C(CCCCCCCCCCC(=O)OCC)(=O)OCC(COC(CC(CCCCC)CCCCC)=O)(COC(CC(CCCCC)CCCCC)=O)COC(CCCN(C)C)=O